FC1=C(C=CC=C1)C=1N=C(SC1)C(=O)O 2-fluorophenyl-thiazolecarboxylic acid